(S)-3-((3-(ethoxymethyl)-3-(4-methylphenethyl)pyrrolidin-1-yl)methyl)pyridine C(C)OC[C@@]1(CN(CC1)CC=1C=NC=CC1)CCC1=CC=C(C=C1)C